N-(2-(2-(2-azidoethoxy)ethoxy)ethyl)-5-cyanopyridine N(=[N+]=[N-])CCOCCOCCN1CC=CC(=C1)C#N